C1(CC1)S(=O)(=O)NC1=NC=CC(=N1)C1(CC1)NC(OC(C)(C)C)=O tert-butyl 1-(2-(cyclopropanesulfonamido)pyrimidin-4-yl)cyclopropylcarbamate